ClC=1C(=C(CN2[C@@H](CC(CC2)(C(=O)O)CC2=NC(=CC=C2F)NC2=NNC(=C2)C)C)C=CC1)C (2R)-1-(3-chloro-2-methylbenzyl)-4-((3-fluoro-6-((5-methyl-1H-pyrazol-3-yl)amino)pyridin-2-yl)methyl)-2-methylpiperidine-4-carboxylic acid